(±)-ethyl 2-[4-(3-carbamoyltetrahydrofuran-3-yl)-3-fluoro-phenyl]propanoate C(N)(=O)C1(COCC1)C1=C(C=C(C=C1)C(C(=O)OCC)C)F